C(#N)C=1C=C(C=CC1)C=1C=CC=NC1N1[C@H]2[C@@H](OCC1)CN(C2)C#N |r| rac-(4aR,7aS)-4-(5-(3-cyanophenyl)pyridin-6-yl)hexahydropyrrolo[3,4-b][1,4]Oxazine-6(2H)-carbonitrile